(3,4-dimethoxybenzyl)triphenylphosphonium COC=1C=C(C[P+](C2=CC=CC=C2)(C2=CC=CC=C2)C2=CC=CC=C2)C=CC1OC